ethylaluminum monoacetoacetate monooleate C(CCCCCCC\C=C/CCCCCCCC)(=O)[O-].C(CC(=O)C)(=O)[O-].C(C)[Al+2]